4-chloro-10-(4-((4-(dimethoxymethyl)piperidin-1-yl)methyl)piperidin-1-yl)-7,7-dimethylindolo[1,2-a]quinazolin-5(7H)-one ClC=1C=2C(N=C3N(C2C=CC1)C1=CC(=CC=C1C3(C)C)N3CCC(CC3)CN3CCC(CC3)C(OC)OC)=O